ClC1=CC=C(C=C1)NC(=O)Cl (4-chlorophenyl)carbamic chloride